[W](F)(F)(F)(F)(F)F tungsten(VI) fluoride